2-amino-4-(methylsulfanyl)-6-(isopropylamino)triazine NN1NC(=CC(=N1)SC)NC(C)C